C(C)C1N(CCCNC1)S(=O)(=O)C1=C2C=CN=C(C2=CC=C1)OC 5-((2-ethyl-1,4-diazepan-1-yl)sulfonyl)-1-methoxyisoquinoline